alpha-hydroxy-alpha-methylpropanoic acid OC(C(=O)O)(C)C